5-chloro-2-fluoro-4-((3-(tetrahydrofuran-3-yl)propyl)amino)-N-(thiazol-2-yl)benzenesulfonamide ClC=1C(=CC(=C(C1)S(=O)(=O)NC=1SC=CN1)F)NCCCC1COCC1